[O-2].[Fe+2].[Bi] Bismuth Ferrous Oxide